tert-Butyl (2S,4R)-4-(5-(2-methoxy-5-(trifluoromethyl)phenyl)-1,3,4-oxadiazole-2-carboxamido)-2-(methoxymethyl)pyrrolidine-1-carboxylate COC1=C(C=C(C=C1)C(F)(F)F)C1=NN=C(O1)C(=O)N[C@@H]1C[C@H](N(C1)C(=O)OC(C)(C)C)COC